N-(3-(diethylamino)propyl)-2-(pyridazin-4-yl)benzo[d]imidazo[2,1-b]thiazole-7-carboxamide C(C)N(CCCNC(=O)C1=CC2=C(N3C(S2)=NC(=C3)C3=CN=NC=C3)C=C1)CC